2-diethylamino-8-diethylamino-4-methyl-spiro[5H-[1]benzopyrano[2,3-d]pyrimidine-5,1'(3'H)-isobenzofuran]-3'-one C(C)N(C=1N=C(C2=C(N1)OC1=C(C=CC(=C1)N(CC)CC)C21OC(C2=CC=CC=C12)=O)C)CC